C(C)(C)(C)OC(=O)N1CCC(CC1)CC1CCN(CC1)[C@H]1C(CN(CC1)C(=O)OCC1=CC=CC=C1)(F)F benzyl (R)-4-((1-(tert-butoxycarbonyl)piperidin-4-yl)methyl)-3',3'-difluoro-[1,4'-bipiperidine]-1'-carboxylate